tert-butyl 3-(7-(6-(bis(4-methoxybenzyl)amino)-4-methylpyridin-2-yl)-6-chloro-2,8-difluoroquinazolin-4-yl)-3,8-diazabicyclo[3.2.1]octane-8-carboxylate COC1=CC=C(CN(C2=CC(=CC(=N2)C2=C(C=C3C(=NC(=NC3=C2F)F)N2CC3CCC(C2)N3C(=O)OC(C)(C)C)Cl)C)CC3=CC=C(C=C3)OC)C=C1